6-(Azetidin-1-yl)-N-[2-chloro-5-(dimethylsulfamoyl)benzene-1-sulfonyl]-4-fluoro-1-benzofuran-2-carboxamide N1(CCC1)C1=CC2=C(C=C(O2)C(=O)NS(=O)(=O)C2=C(C=CC(=C2)S(N(C)C)(=O)=O)Cl)C(=C1)F